N-((1,2,3,5,6,7-Hexahydro-s-indacen-4-yl)carbamoyl)-1-isopropyl-6-oxo-1,6-dihydropyridine-3-sulfonamide, Sodium Salt [Na].C1CCC2=C(C=3CCCC3C=C12)NC(=O)NS(=O)(=O)C1=CN(C(C=C1)=O)C(C)C